OC1=NNC(=C1)CC(=O)OC Methyl 2-(3-hydroxy-1H-pyrazol-5-yl)acetate